1-(2,2,2-trifluoroethyl)pyrrolidine-2,3-dione FC(CN1C(C(CC1)=O)=O)(F)F